pentaerythritol-tetrakis{3-(3,5-di-t-butyl-4-hydroxyphenyl) propionate} C(C)(C)(C)C=1C=C(C=C(C1O)C(C)(C)C)CCC(=O)OCC(COC(CCC1=CC(=C(C(=C1)C(C)(C)C)O)C(C)(C)C)=O)(COC(CCC1=CC(=C(C(=C1)C(C)(C)C)O)C(C)(C)C)=O)COC(CCC1=CC(=C(C(=C1)C(C)(C)C)O)C(C)(C)C)=O